2-(4-(8-((3-fluoro-5-methyl-4-(4-(piperidine-4-carbonyl)piperazine-1-carbonyl)phenyl)amino)imidazo[1,2-a]pyrazin-3-yl)-3-(trifluoromethyl)-1H-pyrazol-1-yl)acetonitrile FC=1C=C(C=C(C1C(=O)N1CCN(CC1)C(=O)C1CCNCC1)C)NC=1C=2N(C=CN1)C(=CN2)C=2C(=NN(C2)CC#N)C(F)(F)F